5-Pentyl-2-(2,3,6-trimethylhepta-1,5-dien-4-yl)benzene-1,3-diol C(CCCC)C=1C=C(C(=C(C1)O)C(C(C(=C)C)C)C=C(C)C)O